ClC1=C2CN(C(C2=CC(=C1)CNC1(CCC1)C)=O)C1=CC(=CC=C1)[C@H](CC)C1=NN=CN1C (S)-4-chloro-2-(3-(1-(4-methyl-4H-1,2,4-triazol-3-yl)propyl)phenyl)-6-(((1-methylcyclobutyl)amino)methyl)isoindolin-1-one